CC(CC)(C)OC1=CC(=CC=C1)C 3-methylphenyl 1,1-dimethyl-propyl ether